The molecule is a member of the class of cystathionines derived from homoselenocysteine and serine residues joined by a selenide bond. It is a member of cystathionines and a selenoamino acid. C(C[Se]CC(C(=O)O)N)C(C(=O)O)N